cyclopentadienyl-bis(carbonyl)cobalt iridium(III) [Ir+3].C1(C=CC=C1)[Co](=C=O)=C=O